FC1=C(SC2=C1COCC2)[S@@](=O)(N)=NC(NC2=C1C(=CC=3CCCC23)CC1)=O |o1:10| (R) or (S)-3-fluoro-N'-((2,4,5,6-tetrahydro-1H-cyclobuta[f]inden-3-yl)carbamoyl)-6,7-dihydro-4H-thieno[3,2-c]pyran-2-sulfonimidamide